methylphosphono hydrogen phosphate P(=O)(OP(=O)(OC)O)(O)[O-]